1-(nitro)-2-phenyl-1,2,3,4-tetrahydroisoquinoline [N+](=O)([O-])C1N(CCC2=CC=CC=C12)C1=CC=CC=C1